C(C=C)(=O)NC=1C=C(C=CC1)C=1C=C(C(=C2C=NC=NC12)N)C1=C(C=C(C(=O)NC2=NC=CC=C2)C=C1)F 4-(8-(3-acrylamidophenyl)-5-aminoquinazolin-6-yl)-3-fluoro-N-(pyridin-2-yl)benzamide